FC1=C(C=C(C(=O)O)C=C1)S(=O)(=O)N1CCCC1 4-fluoro-3-pyrrolidin-1-ylsulfonyl-benzoic acid